SCCSC(C(CS)SCCS)SCC (1,2-bis(2-mercaptoethylthio)-3-mercaptopropylthio)ethane